ON(CCCCCNC(COC=1C=C(C(=O)NCC(=O)N[C@@H](CCCCN2C(C=CC2=O)=O)C(=O)OC(C)(C)C)C=CC1)=O)C(CCC(NCCCCCN(C(CCC(NCCCCCN(C(C)=O)O)=O)=O)O)=O)=O tert-Butyl N-{3-[(9,20,31-trihydroxy-2,10,13,21,24,32-hexaoxo-3,9,14,20,25,31-hexaazatritriacontan-1-yl)oxy]benzoyl}glycyl-6-(2,5-dioxo-2,5-dihydro-1H-pyrrol-1-yl)-L-norleucinate